C(C)C=C[SiH](OC(C#C)(C)C)OC(C#C)(C)C ethylvinylbis(3-methyl-1-butyn-3-oxy)silane